4-(2-(5-(trifluoromethoxy)pyridin-2-yl)ethyl)thiazol-2-amine FC(OC=1C=CC(=NC1)CCC=1N=C(SC1)N)(F)F